6-methoxy-N-(oxazol-2-ylmethyl)-8-(4-(trifluoromethyl)cyclohex-1-en-1-yl)quinoline-3-carboxamide Tert-butyl-(S)-3-vinyl-3,4-dihydroisoquinoline-2(1H)-carboxylate C(C)(C)(C)OC(=O)N1CC2=CC=CC=C2C[C@H]1C=C.COC=1C=C2C=C(C=NC2=C(C1)C1=CCC(CC1)C(F)(F)F)C(=O)NCC=1OC=CN1